tert-butyl 6-[[4-(trifluoromethylthio) pyrazol-1-yl] methyl]-2-azaspiro[3.3]heptane-2-carboxylate FC(SC=1C=NN(C1)CC1CC2(CN(C2)C(=O)OC(C)(C)C)C1)(F)F